(2,4-difluoro-5-hydroxyphenyl)(6-[3-methyl-1-(o-tolyl)-5-pyrazolyl]-2-aza-2-spiro[3.3]heptyl)methanone FC1=C(C=C(C(=C1)F)O)C(=O)N1CC2(C1)CC(C2)C2=CC(=NN2C2=C(C=CC=C2)C)C